t-butyl (2R,4R)-4-[(6-iodopyridazin-3-yl) (methyl) amino]-2-methylpiperidine-1-carboxylate IC1=CC=C(N=N1)N([C@H]1C[C@H](N(CC1)C(=O)OC(C)(C)C)C)C